6,7-difluoro-3-(1H-pyrazol-4-yl)-2-(5-(trifluoromethyl)-4H-1,2,4-triazol-3-yl)-1H-indole FC1=CC=C2C(=C(NC2=C1F)C1=NN=C(N1)C(F)(F)F)C=1C=NNC1